COC1=C(C=O)C=C(C(=C1)SC1=CC=CC=C1)OC 2,5-dimethoxy-4-(phenylthio)benzaldehyde